N1(CCOCC1)C=1N=C(C2=C(N1)C(N(C2)C(C)C)=O)NC2=CC=C(C=C2)C2=CC=C(C=C2)OCC#C 2-(morpholin-4-yl)-6-(propan-2-yl)-4-({4'-[(prop-2-yn-1-yl)oxy][1,1'-biphenyl]-4-yl}amino)-5,6-dihydro-7H-pyrrolo[3,4-d]pyrimidin-7-one